2-(hexahydropyrrolo[3,4-c]pyrrol-2(1H)-yl)-4-methylfuran C1N(CC2C1CNC2)C=2OC=C(C2)C